(S)-2-(2-((2,6-dichlorophenyl)amino)phenyl)-N-(1-oxo-3-(1-trityl-1H-imidazol-4-yl)propan-2-yl)acetamide ClC1=C(C(=CC=C1)Cl)NC1=C(C=CC=C1)CC(=O)N[C@H](C=O)CC=1N=CN(C1)C(C1=CC=CC=C1)(C1=CC=CC=C1)C1=CC=CC=C1